B(O)(O)CCCN1C(CCC1C)C(=O)O 3-boronopropyl-5-methylpyrrolidine-2-carboxylic acid